(R)-2-(4-isopropyl-5-(8-methoxy-[1,2,4]triazolo[1,5-a]pyridin-6-yl)-1H-pyrazol-3-yl)-5-(2-methyl-4-(tetrahydro-2H-pyran-4-yl)piperazin-1-yl)thiazole C(C)(C)C=1C(=NNC1C=1C=C(C=2N(C1)N=CN2)OC)C=2SC(=CN2)N2[C@@H](CN(CC2)C2CCOCC2)C